(S)-2-vinylazepane C(=C)[C@H]1NCCCCC1